C(=O)(O)C1=CC(=C(C(=O)NC2=NC=CC=C2)C=C1O)O 2-(4-carboxy-2,5-dihydroxybenzamido)pyridine